CN(C=1SC2=C(N1)OCC=1C=C(C=CC12)C1=NN(N=C1)C)C1CC(NC(C1)(C)C)(C)C N-methyl-7-(2-methyl-2H-1,2,3-triazol-4-yl)-N-(2,2,6,6-tetramethylpiperidin-4-yl)-5H-isochromeno[3,4-d]thiazol-2-amine